(S)-2-(2,5-difluoro-4-(6-((5-(trifluoromethyl)thiazol-2-yl)methoxy)pyridin-2-yl)-benzyl)-4-fluoro-1-((oxetan-2-yl)methyl)-3-oxo-2,3-dihydro-1H-indazole-6-carboxylic acid FC1=C(CN2N(C3=CC(=CC(=C3C2=O)F)C(=O)O)C[C@H]2OCC2)C=C(C(=C1)C1=NC(=CC=C1)OCC=1SC(=CN1)C(F)(F)F)F